(Z)-N-hydroxy-6-(2,5-dioxo-4-(quinolin-3-ylmethylene)imidazolidin-1-yl)hexanamide ONC(CCCCCN1C(N\C(\C1=O)=C/C=1C=NC2=CC=CC=C2C1)=O)=O